(S)-1'-(5-((3-chloro-2-methoxypyridin-4-yl)thio)pyrazin-2-yl)-1,3-dihydro-spiro[indene-2,4'-piperidin]-1-amine ClC=1C(=NC=CC1SC=1N=CC(=NC1)N1CCC2(CC1)[C@@H](C1=CC=CC=C1C2)N)OC